6-[[(2R,3R,4R,5S)-3-(3,4-Difluoro-2-methoxy-phenyl)-4,5-dimethyl-5-(trifluoromethyl)tetrahydrofuran-2-carbonyl]amino]pyridin-2-carboxamid FC=1C(=C(C=CC1F)[C@@H]1[C@@H](O[C@@]([C@@H]1C)(C(F)(F)F)C)C(=O)NC1=CC=CC(=N1)C(=O)N)OC